BrC1=C(C=CC(=C1)F)N1CN(C(C2=CC(=CC=C12)C(F)(F)F)=O)C=1C(=NC(=CC1)OC)Br 1-(2-bromo-4-fluorophenyl)-3-(2-bromo-6-methoxypyridin-3-yl)-6-(trifluoromethyl)-2,3-dihydroquinazolin-4(1H)-one